S(C)(=O)(=O)O.C1(CC1)CN1C(=NC=2C1=NC(=CC2)C=2NN=NC2C2=CC=CC=C2)N 3-cyclopropylmethyl-5-(5-phenyl-3H-[1,2,3]triazol-4-yl)-3H-imidazo[4,5-b]pyridin-2-ylamine mesylate